C(C=C)(=O)N1C[C@H](C[C@@H]1COC)N1N=C(C(=C1NC)C(=O)N)C#CC1=CC2=C(N(C(=N2)C)C)C=C1 1-((3S,5R)-1-acryloyl-5-(methoxymethyl)pyrrolidin-3-yl)-3-((1,2-dimethyl-1H-benzo[d]imidazol-5-yl)ethynyl)-5-(methylamino)-1H-pyrazole-4-carboxamide